benzoic acid henicosyl ester C(CCCCCCCCCCCCCCCCCCCC)OC(C1=CC=CC=C1)=O